FC1=CC=C2C=CN(C2=C1)C(=O)[O-] 6-fluoro-1H-indole-1-carboxylate